COC1=CC=C(C=C1)CNC([O-])=O p-methoxyphenylmethylcarbamate